p-acetylenyl-aniline potassium [K].C(#C)C1=CC=C(N)C=C1